C[SiH](O[SiH2]O[SiH2]O[SiH3])O methyl-1-hydroxyl-tetrasiloxane